FC(C=1C=C2CCC(C2=CC1)O)(F)F 5-(trifluoromethyl)-2,3-dihydro-1H-inden-1-ol